C(C)(C)(C)OC(=O)NNCC1=C(C=C(C=C1F)Br)F 2-(4-bromo-2,6-difluorobenzyl)hydrazine-1-carboxylic acid tert-butyl ester